CC([C@@H](C(=O)[O-])N1N=NC(=C1)C(F)(F)F)(C)C (S)-3,3-dimethyl-2-(4-(trifluoromethyl)-1H-1,2,3-triazol-1-yl)butanoate